COC(C(=C(C1=CC=C(C=C1)OC)C)C#N)=O α-cyano-β-methyl-p-methoxy-cinnamic acid methyl ester